(E)-4-((5-(azetidin-1-yl)thiophen-2-yl)methylene)-3-(trifluoromethyl)isoxazol-5(4H)-one N1(CCC1)C1=CC=C(S1)\C=C\1/C(=NOC1=O)C(F)(F)F